6-(((1-(3-(2,3-dichlorophenyl)-1H-pyrazolo[3,4-b]pyrazin-6-yl)-4-methylpiperidin-4-yl)amino)methyl)-2-(2,6-dioxopiperidin-3-yl)-4-fluoroisoindoline-1,3-dione ClC1=C(C=CC=C1Cl)C1=NNC2=NC(=CN=C21)N2CCC(CC2)(C)NCC2=CC(=C1C(N(C(C1=C2)=O)C2C(NC(CC2)=O)=O)=O)F